CC1(CNCCC1)NC(OC(C)(C)C)=O tert-butyl (3-methylpiperidin-3-yl)carbamate